1-methyl-2-((1,2,2-trimethylbicyclo(3.1.0)hex-3-yl)methyl)-cyclopropan-methanol CC1(C(C1)CC1C(C2(CC2C1)C)(C)C)CO